3-cyclopropyl-1-(6-(3-(4-phenoxyphenyl)-1H-pyrazolo[3,4-d]pyrimidin-1-yl)-2-azaspiro[3.3]heptan-2-yl)prop-2-yn-1-one C1(CC1)C#CC(=O)N1CC2(C1)CC(C2)N2N=C(C=1C2=NC=NC1)C1=CC=C(C=C1)OC1=CC=CC=C1